(5-amino-1-{6-[(2,6-difluorophenyl)oxy]-4-methylpyridin-3-yl}pyrazol-4-yl)[6-(2-hydroxyethyl)-5,6,7,8-tetrahydro-1H-pyrrolo[2,3-g]isoquinolin-2-yl]methanone NC1=C(C=NN1C=1C=NC(=CC1C)OC1=C(C=CC=C1F)F)C(=O)C1=CC=2C(=CC=3CCN(CC3C2)CCO)N1